ClC1=C(C=CC=C1)C1=CN=C(O1)N 5-(2-chlorophenyl)oxazol-2-amine